CC(C=C)CCCC(CCCC(C)C)C 3,7,11-trimethyl-dodecene